C(C)(C)NC(O[C@@H]1CC[C@H](CC1)C(N(C[C@@H]1CC[C@H](CC1)C1=NC(=C(C=C1)OC)C)C1=NC=CC(=C1)C=1N=C(OC1)C1CC1)=O)=O trans-4-((4-(2-Cyclopropyloxazol-4-yl)pyridine-2-yl)((trans-4-(5-methoxy-6-methylpyridin-2-yl)cyclohexyl)methyl)carbamoyl)cyclohexyl isopropylcarbamate